N-(trimethylsiloxycarbonyl)methyl-3-aminopropyl-trimethoxysilane C[Si](OC(=O)CNCCC[Si](OC)(OC)OC)(C)C